1-(tert-butyl) 2-methyl (2S,3S)-3-((methylsulfonyl)oxy)pyrrolidine-1,2-dicarboxylate CS(=O)(=O)O[C@@H]1[C@H](N(CC1)C(=O)OC(C)(C)C)C(=O)OC